BrC=1C=CC(=NC1)N1CC(C1)(O)C 1-(5-bromo-2-pyridinyl)-3-methyl-azetidin-3-ol